N,N',N''-tris[4-[(1,4-dimethylpentyl)amino]phenyl]-1,3,5-triazine-2,4,6-triamine CC(CCC(C)C)NC1=CC=C(C=C1)NC1=NC(=NC(=N1)NC1=CC=C(C=C1)NC(CCC(C)C)C)NC1=CC=C(C=C1)NC(CCC(C)C)C